ClC1=NC(=CC(=C1)C(C)(C)O)C=1SC(=CN1)Cl 2-(2-Chloro-6-(5-chlorothiazol-2-yl)pyridin-4-yl)propan-2-ol